C(C(O)C(O)C(=O)C#N)(=O)C#N tartaric acid, cyanide